C(CCC)OCCOC(C=C)=O acrylic acid butoxyethyl ester